5-(((tert-butyldimethylsilyl)oxy)methyl)-3-(tributylstannyl)pyridazine [Si](C)(C)(C(C)(C)C)OCC=1C=C(N=NC1)[Sn](CCCC)(CCCC)CCCC